4-[6-({4-[2-amino-6-(3-fluoro-2-methoxyphenyl)-4-pyrimidinyl]-1H-1,2,3-triazol-1-yl}methyl)-2-pyridinyl]-4-methylpentanoic acid NC1=NC(=CC(=N1)C=1N=NN(C1)CC1=CC=CC(=N1)C(CCC(=O)O)(C)C)C1=C(C(=CC=C1)F)OC